N-methyl-2,2,6,6-tetramethyl-4-piperidinyl (sebacate) C(CCCCCCCCC(=O)[O-])(=O)OC1CC(N(C(C1)(C)C)C)(C)C